2-((2S,4S)-1-acryloyl-4-(7-(2,3-dimethylphenyl)-6-fluoro-8-methyl-4-(((S)-1-methylpyrrolidin-2-yl)methoxy)-1H-[1,2,3]triazolo[4,5-c]quinolin-1-yl)piperidin-2-yl)acetonitrile C(C=C)(=O)N1[C@@H](C[C@H](CC1)N1N=NC=2C(=NC=3C(=C(C(=CC3C21)C)C2=C(C(=CC=C2)C)C)F)OC[C@H]2N(CCC2)C)CC#N